CC(C#C)(CCCC(CCCC(C)C)C)O 3,7,11-trimethyl-1-dodecyn-3-ol